3-(hydroxymethyl)piperidin-3-ol OCC1(CNCCC1)O